ClC1=NN(C=2C=3C=C(N=CC3NC(=NC12)C1=C(C=CC=C1F)F)N1CCOCC1)COCC[Si](C)(C)C 2-[[5-chloro-8-(2,6-difluorophenyl)-13-morpholino-3,4,7,9,12-pentazatricyclo[8.4.0.02,6]tetradeca-1(10),2(6),4,7,11,13-hexaen-3-yl]methoxy]ethyl-trimethyl-silane